1-(8-(5-amino-7-fluoroimidazo[1,2-c]quinazoline-2-carbonyl)-2,8-diazaspiro[4.5]decan-2-yl)ethan-1-one NC1=NC=2C(=CC=CC2C=2N1C=C(N2)C(=O)N2CCC1(CCN(C1)C(C)=O)CC2)F